methyl [(7S)-7-({[2,6-dichloro-4-(4H-1,2,4-triazol-4-yl)phenyl]carbonyl} amino)-2-methyl-7-phenyl-6,7,8,9-tetrahydropyrido[1,2-a]indol-10-yl]acetate ClC1=C(C(=CC(=C1)N1C=NN=C1)Cl)C(=O)N[C@@]1(CCC=2N(C3=CC=C(C=C3C2CC(=O)OC)C)C1)C1=CC=CC=C1